tert-butyl (R)-pent-4-yn-2-ylcarbamate C[C@H](CC#C)NC(OC(C)(C)C)=O